BrC1=CC(=C2C(=NN(C2=C1)C)C(=O)NC1=CC=C(C=C1)OC(F)(F)F)F 6-bromo-4-fluoro-1-methyl-N-[4-(trifluoromethoxy)phenyl]indazole-3-carboxamide